(2R,5S)-3,6-diethoxy-2-isopropyl-5-(4,4,4-trifluoro-3,3-dimethylbutyl)-2,5-dihydropyrazine C(C)OC=1[C@H](N=C([C@@H](N1)CCC(C(F)(F)F)(C)C)OCC)C(C)C